BrC1=CN=C2C(=N1)NC(=C2)C(C)(C)C 3-Bromo-6-tert-butyl-5H-pyrrolo[2,3-b]pyrazine